(S)-3-methyl-2-(6-(((tetrahydrofuran-3-yl)amino)methyl)pyridazin-3-yl)-5-(trifluoromethyl)phenol CC=1C(=C(C=C(C1)C(F)(F)F)O)C=1N=NC(=CC1)CN[C@@H]1COCC1